[Na+].[Na+].N1(CCCCC1)CCN(S(=O)(=O)[O-])S(=O)(=O)[O-] N-(2-piperidinoethyl)imidodisulfuric acid disodium salt